(6-bromo-5-methylimidazo[1,2-a]pyrimidin-2-yl)((3S,4S)-4-(3,4-dihydroisoquinolin-2(1H)-yl)-3-hydroxypiperidin-1-yl)methanone BrC=1C=NC=2N(C1C)C=C(N2)C(=O)N2C[C@@H]([C@H](CC2)N2CC1=CC=CC=C1CC2)O